N-{[(1S)-1-carboxy-5-{[(6-fluoro-3-pyridinyl)carbonyl]amino}-pentyl]carbamoyl}-L-glutamic acid C(=O)(O)[C@H](CCCCNC(=O)C=1C=NC(=CC1)F)NC(=O)N[C@@H](CCC(=O)O)C(=O)O